FC1=C(C(=CC=C1)F)C1=N[C@H](C2=NN=C(N2C=2SC=3CC=CCCC3C12)C)C (7S)-9-(2,6-difluorophenyl)-3,7-dimethyl-18-thia-2,4,5,8-tetrazatetracyclo-[8.8.0.02,6.011,17]octadeca-1(10),3,5,8,11(17),14-hexaene